NC1=CC=C(C=C1)C(C1=CC=C(C=C1)N)C1=CC=C(C=C1)N tri(4-aminophenyl)methane